CC1=NN2C(N=CC(=C2)C(=O)O)=C1 2-methylpyrazolo[1,5-a]pyrimidine-6-carboxylic acid